CN(C1=CC=C(C=C1)C=1C=C(C(N(N1)C=1C=NC=CC1)=O)C(=O)N[C@H](CO)C)C 6-[4-(Dimethylamino)phenyl]-N-[(2S)-1-hydroxypropan-2-yl]-3-oxo-2-(pyridin-3-yl)-2,3-dihydropyridazine-4-carboxamide